BrC=1C(=CN2N=CN=C(C21)Cl)I 5-bromo-4-chloro-6-iodopyrrolo[2,1-f][1,2,4]triazine